CN(C(/C=C/CC(C(C(=O)NC=1C(N(C=CC1)CC=1NC2=C(C=C(C=C2C1)F)CC(C)C)=O)CN(C([O-])=O)C)([2H])[2H])=O)C (E)-7-(Dimethylamino)-1-((1-((5-fluoro-7-isobutyl-1H-indol-2-yl)methyl)-2-oxo-1,2-dihydropyridin-3-yl)amino)-1,7-dioxohept-5-en-2-yl-3,3-d2-dimethylcarbamat